(pyridazin-3-ylmethyl)urea N1=NC(=CC=C1)CNC(=O)N